[N+](=O)([O-])C=1N=CN(C1)C=1C=C2C=CNC2=CC1 5-(4-nitro-1H-imidazol-1-yl)-1H-indole